The molecule is a member of the class of coumarins that is scopoletin attached to a beta-D-glucopyranosyl residue at position 7 via a glycosidic linkage. It has a role as a plant metabolite. It is a monosaccharide derivative, a member of coumarins and a beta-D-glucoside. It derives from a scopoletin. COC1=C(C=C2C(=C1)C=CC(=O)O2)O[C@H]3[C@@H]([C@H]([C@@H]([C@H](O3)CO)O)O)O